[C@@H]12N(C[C@@H](NC1)C2)C=2C=CC=1N=CN=C(C1N2)NC2=C(C(=C(C=C2)Cl)Cl)OC 6-[(1S,4S)-2,5-diazabicyclo[2.2.1]heptan-2-yl]-N-(3,4-dichloro-2-methoxy-phenyl)pyrido[3,2-d]pyrimidin-4-amine